NC1(CN(CC1)C1=C(C(=CC=C1)Cl)CN1C2=NC=NC(=C2N=C1)N)C(=O)NC1CC1 3-Amino-1-(2-((6-amino-9H-purin-9-yl)methyl)-3-chlorophenyl)-N-cyclopropylpyrrolidin-3-carboxamide